[Na].[Mg].[Li] Lithium-Magnesium-Natrium